rel-6-amino-9-[(3S*,4R*)-3-fluoropiperidin-4-yl]-7-(4-phenoxyphenyl)purin-8-one NC1=C2N(C(N(C2=NC=N1)[C@H]1[C@H](CNCC1)F)=O)C1=CC=C(C=C1)OC1=CC=CC=C1 |o1:10,11|